p-methoxyacetophenone CC(=O)C1=CC=C(C=C1)OC